F[P-](F)(F)(F)(F)F.CN(C)C(=[N+]1N=[N+](C2=NC=CC=C21)[O-])N(C)C (1-[bis(dimethylamino)methylene])-1H-1,2,3-triazolo[4,5-b]Pyridinium 3-oxide hexafluoro-phosphate